4-(isopropylsulfonyl)benzene C(C)(C)S(=O)(=O)C1=CC=CC=C1